N'-((4-(trifluoromethyl)bicyclo[4.2.0]octa-1,3,5-trien-2-yl)carbamoyl)-6,7-dihydro-5H-pyrazolo[5,1-b][1,3]oxazine-3-sulfonimidamide FC(C1=CC(=C2CCC2=C1)NC(=O)N=S(=O)(N)C=1C=NN2C1OCCC2)(F)F